4-((5-chloro-4-(1-isopropyl-1H-pyrazol-4-yl)pyrimidin-2-yl)amino)-N-isopropyl-3-methoxybenzamide ClC=1C(=NC(=NC1)NC1=C(C=C(C(=O)NC(C)C)C=C1)OC)C=1C=NN(C1)C(C)C